5-(chloromethyl)-3-(naphthalen-2-ylmethyl)-1,2,4-oxadiazole ClCC1=NC(=NO1)CC1=CC2=CC=CC=C2C=C1